4-bromo-5-(2-((tert-butyldimethylsilyl)oxy)ethyl)-6-chloro-1-(tetrahydro-2H-pyran-2-yl)-1H-indazole BrC1=C2C=NN(C2=CC(=C1CCO[Si](C)(C)C(C)(C)C)Cl)C1OCCCC1